tert-butyl (R)-3-(4-(3H-[1,2,3]triazolo[4,5-b]pyridin-3-yl)-N-(6-bromo-8-methylisoquinolin-1-yl)-2-fluorobenzamido)piperidine-1-carboxylate N1=NN(C2=NC=CC=C21)C2=CC(=C(C(=O)N(C1=NC=CC3=CC(=CC(=C13)C)Br)[C@H]1CN(CCC1)C(=O)OC(C)(C)C)C=C2)F